BrC1=CC=C(C(=N1)NC(=O)C1NC2CC2C1)C N-(6-bromo-3-methylpyridin-2-yl)-2-azabicyclo[3.1.0]Hexane-3-carboxamide